FC1=C(C=C(C2=CC=CC=C12)C1=C2C(=NC(=C1C#N)N1CC3(CN(C3)C(C=C)=O)CC1)CC(OC2)(C)C)O (M)-4-(4-fluoro-3-hydroxy-1-naphthalenyl)-7,7-dimethyl-2-(2-(2-propenoyl)-2,6-diazaspiro[3.4]octan-6-yl)-7,8-dihydro-5H-pyrano[4,3-b]pyridine-3-carbonitrile